7-amino-3-chloro-2-methyl-5-(methylthio)pyrazolo[1,5-a]pyrimidine-6-carbonitrile NC1=C(C(=NC=2N1N=C(C2Cl)C)SC)C#N